(-)-2,4-pentanediol CC(CC(C)O)O